C(C)(=O)N1[C@H]([C@@H]([C@H](C2=CC(=CC=C12)C#N)NC1=NC(=CC=C1)CN1CCOCC1)C)C1CC1 (2S,3R,4R)-1-acetyl-2-cyclopropyl-3-methyl-4-((6-(morpholinomethyl)pyridin-2-yl)amino)-1,2,3,4-tetrahydroquinoline-6-carbonitrile